COC1(C(N(C2=CC=3C(=NN=C(C3C=C21)C)N[C@H](C)C2=C(C(=CC=C2)C(C(C)(C)O)(F)F)F)C)=O)C 3-methoxy-1,3,5-trimethyl-8-[[(1R)-1-[3-(1,1-difluoro-2-hydroxy-2-methyl-propyl)-2-fluoro-phenyl]ethyl]amino]pyrrolo[2,3-g]phthalazin-2-one